[1,3,4]thiadiazole S1C=NN=C1